C(CCCCCCCCCCC)OP(=O)([O-])OCC[N+](C)(C)C n-Dodecylphosphocholin